3-mercaptobenzene SC=1C=CC=CC1